methyl 2-[1-(1,3-thiazol-4-yl)-1H-pyrazol-3-yl]acetate S1C=NC(=C1)N1N=C(C=C1)CC(=O)OC